tert-butyl D-leucinate N[C@H](CC(C)C)C(=O)OC(C)(C)C